2-phenyl-acrylic acid C1(=CC=CC=C1)C(C(=O)O)=C